tert-Butyl ((1s,4s)-4-((1-benzyl-4,4-dimethyl-2,5-dioxopyrrolidin-3-yl)oxy)cyclohexyl)carbamate Tert-butyl-(cis-4-hydroxycyclohexyl)carbamate C(C)(C)(C)N(C(O)=O)[C@@H]1CC[C@@H](CC1)O.C(C1=CC=CC=C1)N1C(C(C(C1=O)(C)C)OC1CCC(CC1)NC(OC(C)(C)C)=O)=O